N-(4-(4-(6-(2-azaspiro[3.3]heptan-2-yl)pyridin-2-yl)-1H-1,2,3-triazol-1-yl)-3-(6-azaspiro[2.5]octan-6-yl)phenyl)methanesulfonamide C1N(CC12CCC2)C2=CC=CC(=N2)C=2N=NN(C2)C2=C(C=C(C=C2)NS(=O)(=O)C)N2CCC1(CC1)CC2